N-(2-(cyclohexylformyl)-3-fluoro-3-methylbutyl)-N-(benzenesulfonyl)benzenesulfonamide C1(CCCCC1)C(=O)C(CN(S(=O)(=O)C1=CC=CC=C1)S(=O)(=O)C1=CC=CC=C1)C(C)(C)F